(R)-N-(3-(2,4-dioxotetrahydropyrimidin-1(2H)-yl)-1-methyl-1H-indazol-7-yl)-2-(2-(trifluoromethyl)piperazin-1-yl)acetamide hydrobromide Br.O=C1N(CCC(N1)=O)C1=NN(C2=C(C=CC=C12)NC(CN1[C@H](CNCC1)C(F)(F)F)=O)C